9,10,19,20-tetraoxa-4b,14b-diboradinaphtho[1,2,3-fg:1',2',3'-qr]pentacene C1=C2OC3=C4B(C=5C=CC=CC5OC4=C4C=5B(C=6C=CC=CC6OC35)C3=CC=CC=C3O4)C2=CC=C1